4-(N,N-dimethylaminomethyl)-2,6-di-tert-butylphenol CN(C)CC1=CC(=C(C(=C1)C(C)(C)C)O)C(C)(C)C